N-(5-(2,2-dimethyl-2,3-dihydro-[1,4]dioxino[2,3-b]pyridin-6-yl)-4-((4-(2-hydroxypropan-2-yl)-6'-(methylsulfonyl)-[3,4'-bipyridin]-2'-yl)amino)pyridin-2-yl)acetamide CC1(OC=2C(=NC(=CC2)C=2C(=CC(=NC2)NC(C)=O)NC2=NC(=CC(=C2)C=2C=NC=CC2C(C)(C)O)S(=O)(=O)C)OC1)C